2-(((1R)-1-(2-cyano-3-(5-hydroxy-2-azabicyclo[2.2.2]octan-2-yl)-7-methylquinoxalin-5-yl)ethyl)amino)-benzoic acid C(#N)C1=NC2=CC(=CC(=C2N=C1N1C2CC(C(C1)CC2)O)[C@@H](C)NC2=C(C(=O)O)C=CC=C2)C